Cl.Cl.CC1=C(C2=C(N=N1)SC1=C2N=CN=C1N1CC(C1)(N)C)C 1-(3,4-dimethylpyrimido[4',5':4,5]thieno[2,3-c]pyridazin-8-yl)-3-methyl-azetidin-3-amine dihydrochloride